OC1=CC=C2C(C=C(OC2=C1OC)C1=CC=C(C=C1)CCCCN(CCN1CCN(CC1)C)C)=O 7-hydroxy-8-methoxy-2-(4-(4-(methyl(2-(4-methylpiperazin-1-yl)ethyl)amino)butyl)phenyl)-4H-chromen-4-one